Tert-butyl 3-(4-chloro-1-methyl-1H-indazol-6-yl)azetidine-1-carboxylate ClC1=C2C=NN(C2=CC(=C1)C1CN(C1)C(=O)OC(C)(C)C)C